(((1R,5S,8r)-3-(6-(1-methyl-1H-pyrazol-4-yl)pyrazolo[1,5-a]pyrazin-4-yl)-3-azabicyclo[3.2.1]oct-8-yl)methyl)carbamic acid tert-butyl ester C(C)(C)(C)OC(NCC1[C@@H]2CN(C[C@H]1CC2)C=2C=1N(C=C(N2)C=2C=NN(C2)C)N=CC1)=O